(2S,3r)-3-acetamido-2-hydroxy-4-phenylbutyric acid C(C)(=O)N[C@@H]([C@@H](C(=O)O)O)CC1=CC=CC=C1